6-((2R,4S)-2-(2,5-difluorophenyl)-4-fluoropyrrolidin-1-yl)imidazo[1,2-b]pyridazine-3-carbaldehyde FC1=C(C=C(C=C1)F)[C@@H]1N(C[C@H](C1)F)C=1C=CC=2N(N1)C(=CN2)C=O